5-methyl-N-(1-(naphthalen-1-yl)cyclopropyl)-3-(2-nitroethyl)-1H-indole-6-carboxamide CC=1C=C2C(=CNC2=CC1C(=O)NC1(CC1)C1=CC=CC2=CC=CC=C12)CC[N+](=O)[O-]